FC(C(=O)O)(F)F.ClC1=NC(=CC(=C1)C=1C(=NN2C1N=C(C=C2)NC(=O)N[C@@H]2CNCC2)C2=CC(=CC=C2)C#N)C 1-[3-(2-Chloro-6-methyl-4-pyridyl)-2-(3-cyanophenyl)pyrazolo[1,5-a]pyrimidin-5-yl]-3-[(3S)-pyrrolidin-3-yl]urea trifluoroacetate